ClC1=CC=C(S1)C=1N=C(NC1CNCCC=1SC=2N=CN=C(C2N1)NCC1=NC=CC=C1F)C 2-[2-({[4-(5-chlorothiophen-2-yl)-2-methyl-1H-imidazol-5-yl]methyl}amino)ethyl]-N-[(3-fluoropyridin-2-yl)methyl]-[1,3]thiazolo[5,4-d]pyrimidin-7-amine